OC1=C(C=CC=C1NC1COC2(C1)CCN(CC2)S(=O)(=O)C2=CC1=CC=CC=C1C=C2)S(=O)(=O)N (2S)-2-hydroxy-3-(8-(naphthalen-2-ylsulfonyl)-1-oxa-8-azaspiro[4.5]dec-3-ylamino)benzenesulfonamide